(3-cyclopropylprop-1-yn-1-yl)trimethylsilane C1(CC1)CC#C[Si](C)(C)C